ethyl 5-(7-(4,4,5,5-tetramethyl-1,3,2-dioxaborolan-2-yl)-9H-fluoren-2-yl)-2-((2-(trimethylsilyl)ethoxy)methyl)-2H-1,2,3-triazole-4-carboxylate CC1(OB(OC1(C)C)C1=CC=C2C=3C=CC(=CC3CC2=C1)C=1C(=NN(N1)COCC[Si](C)(C)C)C(=O)OCC)C